CN1CC(CCC1)NC1=NN=C(C2=CC=CC=C12)C1=CC=C(C=C1)C(F)(F)F N-(1-methylpiperidin-3-yl)-4-(4-(trifluoromethyl)phenyl)phthalazin-1-amine